ClC=1C(=NC(=C(C1)F)N1C(N(C(=CC1=O)C(C)(F)F)C)=O)OC=1C(=NC=CC1)OCC(=O)OCC ethyl {[3-({3-chloro-5-fluoro-6-[3-methyl-2,6-dioxo-4-(1,1-difluoroethyl)-3,6-dihydropyrimidin-1(2H)-yl]pyridin-2-yl}oxy)pyridin-2-yl]oxy}acetate